(4-(4-methoxy-2-nitrophenyl)pyridin-2-yl)-3-(4-methoxyphenyl)propanamide COC1=CC(=C(C=C1)C1=CC(=NC=C1)C(C(=O)N)CC1=CC=C(C=C1)OC)[N+](=O)[O-]